CC=1C=C(C=C(C1)C1=CC(=CC(=C1)C)N)N 5,5'-dimethyl-3,3'-diaminobiphenyl